(4-(hydroxymethyl)phenyl)boronic acid OCC1=CC=C(C=C1)B(O)O